2-((4-(4-ethynylbenzoyl)phenoxy)methyl)imidazo[4,5-d]Pyrrolo[2,3-b]Pyridin C(#C)C1=CC=C(C(=O)C2=CC=C(OCC=3N=C4C(=C5C(N=C4)=NC=C5)N3)C=C2)C=C1